tert-butyl (2R,5S)-4-(8-(chloromethyl)-3-ethyl-9-methyl-2-oxo-3,9-dihydro-2H-purin-6-yl)-2,5-dimethylpiperazine-1-carboxylate ClCC=1N(C=2N(C(N=C(C2N1)N1C[C@H](N(C[C@@H]1C)C(=O)OC(C)(C)C)C)=O)CC)C